(3S)-3-({1-cyclopentyl-5-[2-(trifluoromethyl)phenyl]-1H-pyrazol-3-yl}formamido)-5-[(3S,4S)-3,4-difluoropyrrolidin-1-yl]pentanoic acid C1(CCCC1)N1N=C(C=C1C1=C(C=CC=C1)C(F)(F)F)C(=O)N[C@H](CC(=O)O)CCN1C[C@@H]([C@H](C1)F)F